C1(CCCC1)CC1(CN2C(C=3C=CC=CC13)=NC1=C2C=CC=C1)C(=O)[O-] 5-(cyclopentylmethyl)-5,6-dihydrobenzo[4,5]imidazo[2,1-a]isoquinoline-5-carboxylate